3-chloro-7-(triisopropylsilyl)-7H-pyrrolo[2,3-c]pyridazine-4-carboxylic acid ethyl ester C(C)OC(=O)C=1C2=C(N=NC1Cl)N(C=C2)[Si](C(C)C)(C(C)C)C(C)C